tert-Butyl ((6-ethoxy-5-fluoropyridin-3-yl)methyl)carbamate C(C)OC1=C(C=C(C=N1)CNC(OC(C)(C)C)=O)F